C(C1=CC=CC=C1)[C@](C(=O)NC=1C=NC2=C(C=CC=C2C1)F)(CC(F)(F)F)C (2S)-2-benzyl-4,4,4-trifluoro-N-(8-fluoro-3-quinolyl)-2-methyl-butanamide